5a-cholest-7-en-3β-ol CC(C)CCC[C@@H](C)[C@H]1CC[C@H]2C3=CC[C@H]4C[C@H](CC[C@]4(C)[C@H]3CC[C@]12C)O